5-amino-1,3-dimethyl-4-nitro-pyrazole NC1=C(C(=NN1C)C)[N+](=O)[O-]